t-butyl bromide C(C)(C)(C)Br